Rel-N-((1S,3S)-3-hydroxy-2,3-dihydro-1H-inden-1-yl)-4-(3-methyl-1H-pyrrolo[2,3-b]pyridin-4-yl)-3,4-dihydro-2H-1,4-thiazine-6-carboxamide O[C@H]1C[C@@H](C2=CC=CC=C12)NC(=O)C1=CN(CCS1)C1=C2C(=NC=C1)NC=C2C |o1:1,3|